2-(5-phenylfuran-2-yl)-1H-benzo[d]imidazole-6-sulfonamide C1(=CC=CC=C1)C1=CC=C(O1)C1=NC2=C(N1)C=C(C=C2)S(=O)(=O)N